6-(4-(cyclopropylsulfonyl)piperazine-1-yl)-7-methoxy-1,9-dimethyl-9H-pyrido[3,4-b]indole C1(CC1)S(=O)(=O)N1CCN(CC1)C=1C=C2C3=C(N(C2=CC1OC)C)C(=NC=C3)C